7-bromo-6-Methoxy-1H-pyrrolo[3,2-c]pyridine-3-carbonitrile BrC=1C2=C(C=NC1OC)C(=CN2)C#N